((2-(cyanomethyl)phenyl)amino)-3-((2-isopropyl-6-methoxy-1,2,3,4-tetrahydroisoquinolin-7-yl)amino)-1,2,4-triazine-6-carboxamide C(#N)CC1=C(C=CC=C1)NC=1N=C(N=NC1C(=O)N)NC1=C(C=C2CCN(CC2=C1)C(C)C)OC